6-[4-[acetyl(cyclopropylmethyl)amino]-3-chloro-phenyl]-N-(spiro[2.4]heptan-7-ylmethyl)pyridine-3-carboxamide C(C)(=O)N(C1=C(C=C(C=C1)C1=CC=C(C=N1)C(=O)NCC1CCCC12CC2)Cl)CC2CC2